7,8-dihydroxy-flavone OC1=CC=C2C(C=C(OC2=C1O)C1=CC=CC=C1)=O